CC1=CCC(CC1)C(CC=COCCC1=CC=CC=C1)C (2-((4-(4-methylcyclohex-3-en-1-yl)pent-1-en-1-yl)oxy)ethyl)benzene